5-[2-(furan-2-yl)pyrrolidine-1-carbonyl]-6-methyl-N-(1-methylcyclopropyl)furo[2,3-d]pyrimidin-4-amine O1C(=CC=C1)C1N(CCC1)C(=O)C1=C(OC=2N=CN=C(C21)NC2(CC2)C)C